2-methyl-4-(3-methyl-1-((4-(pyrrolidin-1-yl)bicyclo[2.2.2]oct-1-yl)methyl)-6,7-dihydro-1H-pyrazolo[4,3-c]pyridin-5(4H)-yl)-1,7-naphthyridine CC1=NC2=CN=CC=C2C(=C1)N1CC2=C(CC1)N(N=C2C)CC21CCC(CC2)(CC1)N1CCCC1